FC1=C(C=CC=C1)C=1N(C=C(C1)CNC)S(=O)(=O)C=1C=C(C=CC1)C=1CCN(CC1)C(=O)OC(C)(C)C tert-butyl 4-(3-((2-(2-fluorophenyl)-4-((methylamino) methyl)-1H-pyrrol-1-yl) sulfonyl) phenyl)-3,6-dihydropyridine-1(2H)-carboxylate